C1=CN=CC=C1C(=O)NN The molecule is a carbohydrazide obtained by formal condensation between pyridine-4-carboxylic acid and hydrazine. It has a role as an antitubercular agent and a drug allergen. It derives from an isonicotinic acid.